(3R,7R)-2-(3,4-Dichlorobenzoyl)-3,7-dimethyl-9-(1-(4-(5-methyl-2H-tetrazol-2-yl)phenyl)ethyl)-1,2,3,4,8,9-hexahydropyrido[4',3':3,4]pyrazolo[1,5-a]pyrazin-10(7H)-one ClC=1C=C(C(=O)N2CC=3C(=NN4C3C(N(C[C@H]4C)C(C)C4=CC=C(C=C4)N4N=C(N=N4)C)=O)C[C@H]2C)C=CC1Cl